[C@H]12C([C@H]3CC(C31)C2)C=2C=C(C=CC2)B(O)O (3-((1R,2r,3S,6r)-tricyclo[3.1.1.03,6]heptan-2-yl)phenyl)boronic acid